N-((2R,3R,4R,5R,6R)-2-(4-((TBDMS)oxy)butoxy)-4,5-dihydroxy-6-(hydroxymethyl)tetrahydro-2H-pyran-3-yl)acetamide [Si](C)(C)(C(C)(C)C)OCCCCO[C@@H]1O[C@@H]([C@@H]([C@@H]([C@H]1NC(C)=O)O)O)CO